CC=1C=C(C=CC1O)C(CCCCC)C1=CC(=C(C=C1)O)C bis(3-methyl-4-hydroxyphenyl)hexane